FC1=CC=2N(C=C1)C(=CN2)C2=C1CNC(C1=C(C=C2)NC2=NC=C(C=C2)N2C[C@@H](OCC2)[C@@H](C)O)=O 4-(7-fluoro-imidazo[1,2-a]pyridin-3-yl)-7-((5-((R)-2-((R)-1-hydroxy-ethyl)morpholino)pyridin-2-yl)amino)isoindolin-1-one